triethylamine carbonate salt C(O)(O)=O.C(C)N(CC)CC